OC(COC1=C(C(=O)O[C@@H]1[C@@H](O)CO)OCC(CCCCCCCC)O)(C)C 3-O-(2-hydroxyisobutyl)-2-O-(2-hydroxydecyl)ascorbic acid